C=1(S)C(S)=CC=CC1 dithiocatechol